C12N(CC(CC1)CC2)CCN 2-(2-azabicyclo[2.2.2]oct-2-yl)ethan-1-amine